FC1=C(C=CC(=C1)F)[C@H](C)NC(CN1C(NC2=C([C@H]1C)N=CC=C2)=O)=O N-((S)-1-(2,4-difluorophenyl)ethyl)-2-((R)-4-methyl-2-oxo-1,4-dihydropyrido[3,2-d]pyrimidin-3(2H)-yl)acetamide